tertbutyl 6-(bromomethyl)-2-azaspiro[3.3]heptane-2-carboxylate BrCC1CC2(CN(C2)C(=O)OC(C)(C)C)C1